O1C2=C(OCC1)C=C(C=C2)CC(=O)N2CC(CC[C@@H]2C)C(=O)O (8R,6S)-1-(2-(2,3-dihydrobenzo[b][1,4]dioxin-6-yl)acetyl)-6-methylpiperidine-3-carboxylic acid